NN1C(NCC1)=O 1-aminoimidazolidone